(11aR,12aS)-10-bromo-2,12,12-trimethyl-11,11a,12,12a-tetrahydro-3H-benzo[5,6][1,2]thiazino[2,3-a]indole 5,5-dioxide BrC=1C=2C[C@H]3N(C2C=CC1)S(C=1[C@H](C3(C)C)C=C(CC1)C)(=O)=O